BrC1=C(C=C(OCCCC2CCNCC2)C=C1)C(F)(F)F 4-[3-[4-bromo-3-(trifluoromethyl)phenoxy]propyl]piperidine